tert-butyl 3-fluoro-5-(1-phenyl-d5-1H-pyrazol-4-yl)benzylcarbamate FC=1C=C(CNC(OC(C)(C)C)=O)C=C(C1)C=1C=NN(C1)C1=C(C(=C(C(=C1[2H])[2H])[2H])[2H])[2H]